S(=O)(=O)(O)O.NC=1C=CC2=CC3=CC=C(C=C3N=C2C1)N.NC=1C=CC2=CC3=CC=C(C=C3N=C2C1)N 3,6-diaminoacridine hemisulfate